C(C)N1C(SCC1)=S 3-ethyl-2-thioxothiazolidin